ClC1=CC(=C(C=C1)NC=1C2=C(N=CN1)C=CC(=N2)N2CC1(CCN1C(C=C)=O)C2)F 1-(6-(4-((4-chloro-2-fluorophenyl)amino)pyrido[3,2-d]pyrimidin-6-yl)-1,6-diazaspiro[3.3]heptan-1-yl)prop-2-en-1-one